COC1=CC=C(C=N1)N1C(N(C(C1)=O)CC1COC2=C(O1)C(=CC=C2)C2=NC(=CC=C2)OC)=O 1-(6-Methoxy-pyridin-3-yl)-3-[8-(6-methoxy-pyridin-2-yl)-2,3-dihydro-benzo[1,4]dioxin-2-ylmethyl]-imidazolidine-2,4-dione